4-((3-fluorophenyl)amino)-2-((3-hydroxy-2,3,4,5-tetrahydro-benzo[b][1,4]oxazepin-7-yl)amino)pyrimidine-5-carboxamide FC=1C=C(C=CC1)NC1=NC(=NC=C1C(=O)N)NC1=CC2=C(OCC(CN2)O)C=C1